1-(1-(4-bromophenyl)ethyl)-4,4-difluoropiperidine BrC1=CC=C(C=C1)C(C)N1CCC(CC1)(F)F